NC(CCN(NC([C@H](CC1CCCCC1)N(C(=O)C=1NC2=CC=CC=C2C1)C)=O)C(CCl)=O)=O N-[(1S)-2-[2-(3-amino-3-oxo-propyl)-2-(2-chloroacetyl)hydrazino]-1-(cyclohexylmethyl)-2-oxo-ethyl]-N-methyl-1H-indole-2-carboxamide